C(C)(C)(C)OC(N(C1CCN(CC1)C1=C2C=NC=NC2=CC=C1)C1CC1)=O.ClC=1C(=CC(=C(C1)S(=O)(=O)NC=1SC=CN1)F)N[C@@H](COC)C1=CC=CC=C1 (R)-5-chloro-2-fluoro-4-(2-methoxy-1-phenylethylamino)-N-(thiazol-2-yl)benzenesulfonamide tert-butyl-N-cyclopropyl-N-(1-quinazolin-5-yl-4-piperidyl)carbamate